(S)-4-(6-(7-cyclobutoxy-2-methylimidazo[1,2-a]pyridine-6-carboxamido)pyridazin-3-yl)-2-methylpiperazine-1-carboxylic acid tert-butyl ester C(C)(C)(C)OC(=O)N1[C@H](CN(CC1)C=1N=NC(=CC1)NC(=O)C=1C(=CC=2N(C1)C=C(N2)C)OC2CCC2)C